1-(3-(benzyloxy)phenyl)ethan-1-one C(C1=CC=CC=C1)OC=1C=C(C=CC1)C(C)=O